(3-(4-formylbenzyl)bicyclo[1.1.1]pent-1-yl)carbamic acid tert-butyl ester C(C)(C)(C)OC(NC12CC(C1)(C2)CC2=CC=C(C=C2)C=O)=O